5-(6-chloro-5-methoxy-3-(1H-pyrazol-4-yl)-1H-indol-2-yl)-4H-1,2,4-triazole-3-carboxamide ClC1=C(C=C2C(=C(NC2=C1)C=1NC(=NN1)C(=O)N)C=1C=NNC1)OC